4-bromo-2-(tert-butyl)pyridine tert-butyl-4-aminoazepane-1-carboxylate C(C)(C)(C)OC(=O)N1CCC(CCC1)N.BrC1=CC(=NC=C1)C(C)(C)C